CC1OCC2(C1N)CCNCC2 3-methyl-2-oxa-8-azaspiro[4.5]Decan-4-amine